tert-butyl 4-hydroxy-4-(3-isopropoxy-6-methyl-2-pyridyl)piperidine-1-carboxylate OC1(CCN(CC1)C(=O)OC(C)(C)C)C1=NC(=CC=C1OC(C)C)C